tert-butyl (2s,4s)-2-[(3-chloro-4-fluorophenyl) (methyl) carbamoyl]-4-cyano-4-hydroxypyrrolidine-1-carboxylate ClC=1C=C(C=CC1F)N(C(=O)[C@H]1N(C[C@](C1)(O)C#N)C(=O)OC(C)(C)C)C